N-[(1S,2S)-2-hydroxycyclohexyl]-4-methyl-3-{[(5-phenylpyridin-3-yl)methyl]amino}benzamide gadolinium laurate C(CCCCCCCCCCC)(=O)[O-].[Gd+3].O[C@@H]1[C@H](CCCC1)NC(C1=CC(=C(C=C1)C)NCC=1C=NC=C(C1)C1=CC=CC=C1)=O.C(CCCCCCCCCCC)(=O)[O-].C(CCCCCCCCCCC)(=O)[O-]